N-(5-(3,5-Difluorobenzyl)-1H-indazol-3-yl)-4-(4-((2-(2,6-dioxopiperidin-3-yl)-1,3-dioxoisoindolin-5-yl)glycyl)piperazin-1-yl)benzamide FC=1C=C(CC=2C=C3C(=NNC3=CC2)NC(C2=CC=C(C=C2)N2CCN(CC2)C(CNC=2C=C3C(N(C(C3=CC2)=O)C2C(NC(CC2)=O)=O)=O)=O)=O)C=C(C1)F